Tert-butyl N-[2-[2-[2-[3-(dibenzylamino)-2-fluoro-1,1-dimethyl-propoxy]ethoxy]ethoxy]ethyl]carbamate C(C1=CC=CC=C1)N(CC(C(OCCOCCOCCNC(OC(C)(C)C)=O)(C)C)F)CC1=CC=CC=C1